1-((4-(aminomethyl)-4-(methoxymethyl)piperidin-1-yl)methyl)cyclobutane-1-carboxylic acid NCC1(CCN(CC1)CC1(CCC1)C(=O)O)COC